C(CCCCCCCCCCCCCCCCCCC)C(COCCOCCOCCO)O icosyl-tetraethylene glycol